(RS)-2-methoxy-N-methyl-2-[alpha-(2,5-dimethylphenoxy)-o-tolyl]Acetamide CO[C@@H](C(=O)NC)C1=C(C=CC=C1)COC1=C(C=CC(=C1)C)C |r|